COC(N[N+](=O)[O-])=NC O-methyl-N-nitro-N'-methyl-isourea